3-((5-Bromo-3-chloro-2-hydroxyphenyl)sulfonamido)-5-(1-cyanocyclobutyl)-2-hydroxybenzoic acid BrC=1C=C(C(=C(C1)S(=O)(=O)NC=1C(=C(C(=O)O)C=C(C1)C1(CCC1)C#N)O)O)Cl